[Li].C(C(=O)O)(=O)O oxalic acid lithium